ClC=1C(=NC(=NC1)NC1CCOCC1)C1=CC=C2CN(C(C2=C1)=O)[C@@H](C(=O)N[C@H](CO)C1=CC(=CC(=C1)OC)F)C (2R)-2-(6-{5-chloro-2-[(oxacyclohexan-4-yl)amino]pyrimidin-4-yl}-1-oxo-2,3-dihydro-1H-isoindol-2-yl)-N-[(1S)-1-(3-fluoro-5-methoxyphenyl)-2-hydroxyethyl]propionamide